(1-(5-(2,3-dichlorophenyl)-6-iodopyrazin-2-yl)-4-methylpiperidin-4-yl)carbamic acid tert-butyl ester C(C)(C)(C)OC(NC1(CCN(CC1)C1=NC(=C(N=C1)C1=C(C(=CC=C1)Cl)Cl)I)C)=O